COC([C@@H](N)CO)=O serine methylester